N1(C=NC=C1)CC=1C=C(C2=C(C(N(CCO2)C2=CC=NC3=C(C=C(C=C23)CC)OC)=O)C1)C=1C(=NN(C1)C)C(F)(F)F 7-((1H-imidazol-1-yl)methyl)-4-(6-ethyl-8-methoxyquinolin-4-yl)-9-(1-methyl-3-(trifluoromethyl)-1H-pyrazol-4-yl)-3,4-dihydrobenzo[f][1,4]oxazepin-5(2H)-one